(R)-N-(1-((6-fluoro-5-(trifluoromethoxy)-1H-benzo[d]imidazol-2-yl)methyl)piperidin-3-yl)ethenesulfonamide FC=1C(=CC2=C(NC(=N2)CN2C[C@@H](CCC2)NS(=O)(=O)C=C)C1)OC(F)(F)F